C1(CC1)C(C=1C(=C(C(=C2C=NNC12)C=1N=CC=2N(C1)C=C(N2)NC(=O)[C@H]2[C@H](C2)F)C(F)F)F)O (1s,2s)-N-(6-(7-(cyclopropyl-(hydroxy)methyl)-5-(difluoromethyl)-6-fluoro-1H-indazol-4-yl)imidazo[1,2-a]pyrazin-2-yl)-2-fluorocyclopropane-1-carboxamide